pyridazin-3-yl-(4-(2-(trifluoromethyl)phenyl)piperidin-1-yl)methanone N1=NC(=CC=C1)C(=O)N1CCC(CC1)C1=C(C=CC=C1)C(F)(F)F